ClCC=1C(=NN(C1)C)C(=O)N(C)C (chloromethyl)-N,N,1-trimethyl-1H-pyrazole-3-carboxamide